C(CCC)C(C(=O)O)(O)C Butyl-lactic acid